C1(CC1)CN1C(N(C=2N=CNC2C1=O)C)=O (cyclopropylmethyl)-3-methyl-1H-purine-2,6(3H,7H)-dione